(rac)-((1s,3s)-3-hydroxy-3-methylcyclobutyl)(6-(3-methyl-4-(trifluoromethyl)phenoxy)-2-azaspiro[3.4]oct-2-yl)methanone OC1(CC(C1)C(=O)N1CC2(C1)C[C@@H](CC2)OC2=CC(=C(C=C2)C(F)(F)F)C)C |r|